1-propen-1,2,3-tricarboxylic acid monoethyl ester C(C)OC(=O)C=C(CC(=O)O)C(=O)O